ClC=1C(=CC(=C(C1)C1=NC(=CC(=C1F)C(C)(C)O)C(=C)C1CC1)F)F 2-(2-(5-chloro-2,4-difluorophenyl)-6-(1-cyclopropylvinyl)-3-fluoropyridin-4-yl)propan-2-ol